CN(C)CCCOC1=CC=C(C=C1)C1=CC=2C=3N(C=NC2C=C1)C=NC3C3CCOCC3 N,N-dimethyl-3-(4-(1-(tetrahydro-2H-pyran-4-yl)imidazo[1,5-c]quinazolin-9-yl)phenoxy)-1-propylamine